(R)-2-(1-(1-((2-(trimethylsilyl)ethoxy)methyl)-1H-benzo[d]imidazol-5-yl)ethyl)isoindoline-1,3-dione C[Si](CCOCN1C=NC2=C1C=CC(=C2)[C@@H](C)N2C(C1=CC=CC=C1C2=O)=O)(C)C